(3S)-3-(4-((4-((3-((2-methoxyethoxy)methyl)morpholino)methyl)benzyl)-oxy)-1-oxoisoindolin-2-yl)piperidine-2,6-dione COCCOCC1COCCN1CC1=CC=C(COC2=C3CN(C(C3=CC=C2)=O)[C@@H]2C(NC(CC2)=O)=O)C=C1